Cl.FC(N1N=CC(=C1)C=1C(=CC(=NC1)NC1=NC(=NC=C1)C1=C(C=CC=C1OC)F)N1C[C@@H](CCC1)CNC)F (S)-N-(5-(1-(difluoromethyl)-1H-pyrazol-4-yl)-4-(3-((methylamino)methyl)piperidin-1-yl)pyridin-2-yl)-2-(2-fluoro-6-methoxyphenyl)pyrimidin-4-amine hydrochloride